C(C)C=1C(NC2=CC(=NC=C2C1)CNC1CC(C1)NC=1C=CC(=NC1F)C(=O)NC)=O 5-((3-(((3-ethyl-2-oxo-1,2-dihydro-1,6-naphthyridin-7-yl)methyl)amino)cyclobutyl)amino)-6-fluoro-N-methylpicolinamide